NC(C(=O)NC(C1C(C=CC=C1)=O)(C1=CC=CC=C1)C1=CC=CC=C1)CCCC(=O)N amino-N-(oxotrityl)-adipamide